C1(CC1)C=1N=C(C(=NC1C)C(=O)N)NC1=CC(=CC=C1)CCNC([C@H](C)N(C(C#CC)=O)C)=O (S)-5-cyclopropyl-6-methyl-3-((3-(2-(2-(N-methylbut-2-ynamido)propanamido)ethyl)phenyl)amino)pyrazine-2-carboxamide